The molecule is a cyclopropylcarboxamide obtained by formal condensation of the carboxy group of 2,2-dichloro-1-ethyl-3-methylcyclopropanecarboxylic acid with the amino group of 1-(4-chlorophenyl)ethylamine. A rice fungicide with specific action against Pyricularia oryzae. It is not highly toxic to mammals but shows a moderate level of toxicity to birds, fish and earthworms. It has a role as an EC 4.2.1.94 (scytalone dehydratase) inhibitor, a xenobiotic, a melanin synthesis inhibitor and an antifungal agrochemical. It is a cyclopropylcarboxamide, a member of monochlorobenzenes and an amide fungicide. CCC1(C(C1(Cl)Cl)C)C(=O)NC(C)C2=CC=C(C=C2)Cl